C(=C)C1=CC=C(C=C1)CCCCP(O)(O)=O 4-(4-vinylphenyl)butylphosphonic acid